3-(4-fluoro-2-methoxy-phenoxy)-6-(trifluoromethyl)pyridazine-4-carboxylic Acid FC1=CC(=C(OC=2N=NC(=CC2C(=O)O)C(F)(F)F)C=C1)OC